[4-(1H-indol-3-yl)-1H-pyrrol-2-yl](3,4,5-trimethoxyphenyl)methanone oxime N1C=C(C2=CC=CC=C12)C=1C=C(NC1)C(=NO)C1=CC(=C(C(=C1)OC)OC)OC